COC=1C=C2C(=NC=NC2=CC1OC)OC1=CC(=C(C(=C1)F)C(C(=O)NC1=C(C=NC=C1)F)=O)F (4-((6,7-dimethoxyquinazolin-4-yl)oxy)-2,6-difluorophenyl)-N-(3-fluoropyridin-4-yl)-2-oxoacetamide